COC(C(CO[Si](C)(C)C(C)(C)C)N1C(C2=CC(=CC=C2C1)C1=NC(=NC=C1Cl)Cl)=O)=O 3-((tert-Butyldimethylsilyl)oxy)-2-(6-(2,5-dichloropyrimidin-4-yl)-1-oxoisoindolin-2-yl)propionic acid methyl ester